N-((6-(2,6-dichloro-3,5-dimethoxyphenyl)-8-methoxypyrido[3,4-d]pyrimidin-2-yl)methyl)acrylamide ClC1=C(C(=C(C=C1OC)OC)Cl)C1=CC2=C(N=C(N=C2)CNC(C=C)=O)C(=N1)OC